COC=1C=C2C(=NC(=NC2=CC1OC)CCCCCCCCN1CCCCC1)N[C@H](C)C=1SC=C(C1)C1=C(C=CC=C1)CNC (R)-6,7-dimethoxy-N-(1-(4-(2-((methylamino)methyl)phenyl)thiophen-2-yl)ethyl)-2-(8-(piperidin-1-yl)octyl)quinazolin-4-amine